3-(7-bromo-4-ethoxy-1-oxoisoindolin-2-yl)piperidine-2,6-dione BrC=1C=CC(=C2CN(C(C12)=O)C1C(NC(CC1)=O)=O)OCC